O1COC2=C1C=CC(=C2)N2C1=C(C(C=3C=C(C(=NC23)CCO)F)=O)C2=CC3=C(C(N2C1)=O)COC([C@]3(O)CC)=O (S)-14-(benzo[d][1,3]dioxol-5-yl)-7-ethyl-3-fluoro-7-hydroxy-2-(2-hydroxyethyl)-10,14-dihydro-11H-pyrano[3',4':6,7]indolizino[2,1-b][1,8]naphthyridine-5,8,11(7H,13H)-trione